C(C=C)(=O)OCCCCCCCCCCCCOC1=CC2=C(C=C(O2)C2=C(C=CC=C2)CC)C=C1 12-[2-(2-ethyl-phenyl)-benzofuran-6-yloxy]-dodecyl acrylate